tert-butyl(2,3-dichloropropoxy)dimethylsilane C(C)(C)(C)[Si](C)(C)OCC(CCl)Cl